CN(C/C=C/C(=O)N1C2CC(CC1CC2)C(=O)NC=2SC(=CC2)C)C (E)-8-(4-(dimethylamino)but-2-enoyl)-N-(5-methylthiophen-2-yl)-8-azabicyclo[3.2.1]octane-3-carboxamide